2-(3-fluoro-4-nitro-phenoxy)-2-methyl-propionic acid methyl ester COC(C(C)(C)OC1=CC(=C(C=C1)[N+](=O)[O-])F)=O